6-{5-chloro-2-[(piperidin-4-yl)amino]pyrimidin-4-yl}-2-[2-oxo-2-(1,2,3,4-tetrahydroisoquinolin-2-yl)ethyl]-2,3-dihydro-1H-isoindol-1-one Hydrochloride Cl.ClC=1C(=NC(=NC1)NC1CCNCC1)C1=CC=C2CN(C(C2=C1)=O)CC(N1CC2=CC=CC=C2CC1)=O